lanthanum 5-hydroxyisophthalate OC=1C=C(C=C(C(=O)[O-])C1)C(=O)[O-].[La+3].OC=1C=C(C=C(C(=O)[O-])C1)C(=O)[O-].OC=1C=C(C=C(C(=O)[O-])C1)C(=O)[O-].[La+3]